(Z)-3-(4-(1-(4-fluorophenyl)-1H-1,2,3-triazol-4-yl)benzylidene)indolin-2-one FC1=CC=C(C=C1)N1N=NC(=C1)C1=CC=C(\C=C\2/C(NC3=CC=CC=C23)=O)C=C1